(2R,3R,4R,5S)-4-(4-chloro-2-fluorophenyl)-3-(2,3-dichlorophenyl)-4-cyano-5-neopentylpyrrolidine-2-carboxylic acid tert-butyl ester C(C)(C)(C)OC(=O)[C@@H]1N[C@H]([C@]([C@@H]1C1=C(C(=CC=C1)Cl)Cl)(C#N)C1=C(C=C(C=C1)Cl)F)CC(C)(C)C